3,3-dimethyl-nonanoic acid CC(CC(=O)O)(CCCCCC)C